3-(2-(benzyloxy)ethyl)-8-formylchromane-7-carboxylic acid C(C1=CC=CC=C1)OCCC1COC2=C(C(=CC=C2C1)C(=O)O)C=O